tert-butyl N-[(2S)-2-[5-(methoxymethyl)-2-methyl-4-(1-tetrahydropyran-2-yl-3-vinyl-indazol-5-yl)pyrazol-3-yl]oxypropyl]carbamate COCC=1C(=C(N(N1)C)O[C@H](CNC(OC(C)(C)C)=O)C)C=1C=C2C(=NN(C2=CC1)C1OCCCC1)C=C